C1(N(CCC2=CC=CC=C12)C[C@H](CN1CCOC2=C(C1=O)C=CC(=C2)O[C@@H]2COCC2)O)=O 4-[(2R)-3-(3,4-dihydro-1H-isoquinolinon-2-yl)-2-hydroxy-propyl]-8-[(3S)-tetrahydrofuran-3-yl]oxy-2,3-dihydro-1,4-benzoxazepin-5-one